C(C)[C@@H]1N(C[C@H](N(C1)C(C)C1=CC=C(C=C1)OC([2H])([2H])[2H])CC)C=1C2=C(N(C(N1)=O)C)C=CC(=N2)C#N 4-((2S,5R)-2,5-diethyl-4-(1-(4-(methoxy-d3)phenyl)ethyl)piperazin-1-yl)-1-methyl-2-oxo-1,2-dihydropyrido[3,2-d]pyrimidine-6-carbonitrile